C(C)(C)C1=C(C(=O)N)C=CC(=N1)COC1=NN2C(C3=CC=CC=C13)=NN=C2C2=NOC(=C2)COC isopropyl-6-(((3-(5-(methoxymethyl)isoxazol-3-yl)-[1,2,4]triazolo[3,4-a]phthalazin-6-yl)oxy)methyl)nicotinamide